ClC1=C2C(=CC(=CC2=CC=C1)O)C1=C(C=2N=C(N=C(C2C=N1)N(C)CC1(CCC1)N(C)C)OC[C@]12CCCN2C[C@@H](C1)F)F 5-chloro-4-(4-(((1-(dimethylamino)cyclobutyl)methyl)(methyl)amino)-8-fluoro-2-(((2R,7aS)-2-fluorotetrahydro-1H-pyrrolizin-7a(5H)-yl)methoxy)pyrido[4,3-d]pyrimidin-7-yl)naphthalen-2-ol